CC=1N=C(SC1C)N1N([NH2+]C(=N1)C1=CC=CC=C1)C1=CC=CC=C1 3-(4,5-Dimethyl-Thiazol-2-yl)-2,5-Diphenyltetrazolium